(3R,4R)-4-{[5-(2,4-difluoro-phenyl)-isoxazole-3-carbonyl]-amino}-1-(2-hydroxy-1-methyl-propyl)-piperidine-3-carboxylic acid methyl-phenethyl-amide CN(C(=O)[C@@H]1CN(CC[C@H]1NC(=O)C1=NOC(=C1)C1=C(C=C(C=C1)F)F)C(C(C)O)C)CCC1=CC=CC=C1